COC1=CC=C(C=C1)CN1N=C(C=C1C1=NC2=C(N1C(=O)OC(C)(C)C)C=CC=C2)NC(=O)C=2C=NC(=NC2)OC tert-Butyl 2-[2-[(4-methoxyphenyl)methyl]-5-[(2-methoxypyrimidine-5-carbonyl)amino]pyrazol-3-yl]benzimidazole-1-carboxylate